(2E)-3-[3-methyl-1-(oxetan-2-yl)indazol-6-yl]prop-2-enoic acid CC1=NN(C2=CC(=CC=C12)/C=C/C(=O)O)C1OCC1